ClC1=C(C=CC=2C(=C3N(C12)CC(C3)N)C=3C=NN(C3)C3OCCCC3)Cl 5,6-dichloro-9-(1-(tetrahydro-2H-pyran-2-yl)-1H-pyrazol-4-yl)-2,3-dihydro-1H-pyrrolo[1,2-a]indol-2-amine